Pentacyclo[6.6.6.0(2,7).0(9,14).0(15,20)]icosa-2(7),4,9,11,13,15,17,19-octaene-3,6-dione C12C=3C(C=CC(C3C(C3=CC=CC=C31)C3=CC=CC=C23)=O)=O